4-(2-(aminomethyl)-6-cyclopropylimidazo[1,2-a]pyridin-8-yl)piperazin-2-one NCC=1N=C2N(C=C(C=C2N2CC(NCC2)=O)C2CC2)C1